O=C(CC1CC(NC1)C(=O)O)NC1=NC=CC=C1 4-(2-oxo-2-(pyridin-2-ylamino)ethyl)pyrrolidine-2-carboxylic acid